N-cyclopropyl-2-(difluoromethoxy)-4-[7-(2,4-dimethyl-morpholin-2-yl)imidazo[1,2-a]pyridin-3-yl]-6-methoxy-benzamide C1(CC1)NC(C1=C(C=C(C=C1OC)C1=CN=C2N1C=CC(=C2)C2(CN(CCO2)C)C)OC(F)F)=O